FC=1C=C(C=CC1F)C=1C=C2C(=NC1)N(CN2CC(CC)=O)C 6-(3,4-difluorophenyl)-3-methyl-1-(2-oxobutanYl)imidazo[4,5-b]Pyridine